FC1=CC=C(C=N1)NC1=C2C=C(NC2=CC(=C1)NC(C)=O)C(=O)OCC Ethyl 4-((6-fluoropyridin-3-yl) amino)-6-acetylamino-1H-indole-2-carboxylate